3-{[5-(2H-1,3-benzodioxol-5-yl)pyrimidin-2-yl]amino}-N-[(5-methylfuran-2-yl)methyl]benzamide O1COC2=C1C=CC(=C2)C=2C=NC(=NC2)NC=2C=C(C(=O)NCC=1OC(=CC1)C)C=CC2